tert-butyl ((2S,4R)-1-((S)-10-((2-oxo-4-phenylpyridin-1(2H)-yl) methyl)-7-azaspiro[4.5]decane-7-carbonyl)-2-phenylpiperidin-4-yl)carbamate O=C1N(C=CC(=C1)C1=CC=CC=C1)C[C@H]1CCN(CC12CCCC2)C(=O)N2[C@@H](C[C@@H](CC2)NC(OC(C)(C)C)=O)C2=CC=CC=C2